C(=O)(OCC(CC)OC)OOC(=O)OCC(CC)OC di(2-methoxybutyl) peroxydicarbonate